N-[(1R)-1-[3-amino-5-(trifluoromethyl)phenyl]ethyl]-6-(1,1-dioxothian-4-yl)-7-methoxy-2-methyl-quinazolin-4-amine NC=1C=C(C=C(C1)C(F)(F)F)[C@@H](C)NC1=NC(=NC2=CC(=C(C=C12)C1CCS(CC1)(=O)=O)OC)C